COC=1C(=CC(=NC1C)NC(C=C)=O)\C=C\[C@@H]1CC[C@H](CC1)C(F)(F)F N-(5-methoxy-6-methyl-4-((E)-2-(trans-4-(trifluoro-methyl)cyclohexyl)vinyl)-pyridin-2-yl)acrylamide